C(C)OC(CC)C(C)C(F)(F)F 3-ethoxy-4-trifluoromethyl-pentane